CC(C)N1N=C(N=C1OC1=CC(=CC=C1)OC(F)(F)F)NC1[C@H]2CN(C[C@@H]1CC2)C(=O)OC(C)(C)C tert-butyl (1R,5S,8S)-8-{[1-(propan-2-yl)-5-[3-(trifluoromethoxy) phenoxy]-1H-1,2,4-triazol-3-yl] amino}-3-azabicyclo[3.2.1]octane-3-carboxylate